2-fluoro-1-(3-((3-(3-(4-fluorophenyl)azetidin-1-yl)pyrazin-2-yl)amino)azetidin-1-yl)prop-2-en-1-one FC(C(=O)N1CC(C1)NC1=NC=CN=C1N1CC(C1)C1=CC=C(C=C1)F)=C